O=C1NC(CC=C1)=O 2,6-dioxo-1,2,5,6-tetrahydropyridine